tert-butyl 8-(2,3-difluoro-4-(1-(tetrahydro-2H-pyran-2-yl)-1H-pyrazol-4-yl) phenyl)-3,8-diazabicyclo[3.2.1]octane-3-carboxylate FC1=C(C=CC(=C1F)C=1C=NN(C1)C1OCCCC1)N1C2CN(CC1CC2)C(=O)OC(C)(C)C